(9-phenyl-1,10-phenanthrolin-2-yl)boronic acid C1(=CC=CC=C1)C=1C=CC2=CC=C3C=CC(=NC3=C2N1)B(O)O